5-chloro-1'-(2-{[2-(1,2-dihydroxyethyl)pyrimidin-5-yl]oxy}ethyl)-1,2-dihydrospiro[indole-3,4'-piperidin]-2-one ClC=1C=C2C(=CC1)NC(C21CCN(CC1)CCOC=1C=NC(=NC1)C(CO)O)=O